[Si](C)(C)(C(C)(C)C)OC[C@@H](CC#CCCCCCCCCCCCCCC)O (R)-1-((tert-butyldimethylsilyl)oxy)nonadec-4-yn-2-ol